C(C=C)C1NC[C@H]([C@@H]2[C@H]1OC(O2)(C)C)O (3aS,7R,7aR)-4-allyl-2,2-dimethyl-3a,4,5,6,7,7a-hexahydro-[1,3]dioxolo[4,5-c]pyridin-7-ol